BrC1=CC=C(C=C1)NS(=O)(=O)C1=C(C=CC(=C1)[N+](=O)[O-])F N-(4-bromophenyl)-2-fluoro-5-nitrobenzenesulfonamide